C(C)(C)(C)C=1SC2=C(N1)[C@@H](CC1(CCN(CC1)C(=O)C=1C=C3C(=NN(C3=C(C1)OCC)C)C)C2)O |r| rac-(R)-(2-(tert-butyl)-4-hydroxy-4,7-dihydro-5H-spiro[benzo[d]thiazole-6,4'-piperidin]-1'-yl)(7-ethoxy-1,3-dimethyl-1H-indazol-5-yl)methanone